N-[2-(4,4-difluoropiperidinyl)-6-methylpyrimidin-4-yl](4-bromo-2-fluoro-6-nitrophenyl)carboxamide FC1(CCN(CC1)C1=NC(=CC(=N1)NC(=O)C1=C(C=C(C=C1[N+](=O)[O-])Br)F)C)F